3-(6-methyl-7-oxo-6,7-dihydro-1H-pyrrolo[2,3-c]pyridin-4-yl)-4-phenoxy-N-(1,3-thiazol-2-yl)benzamide CN1C(C2=C(C(=C1)C=1C=C(C(=O)NC=3SC=CN3)C=CC1OC1=CC=CC=C1)C=CN2)=O